2,5-dimethyl-2,5-bis(tert.butyl-peroxy)hexyne CC(C)(C#CC(C)(OOC(C)(C)C)C)OOC(C)(C)C